3,4,6-triacetylgalactose C(C)(=O)[C@]([C@H](C=O)O)(O)[C@@](O)([C@H](O)C(O)C(C)=O)C(C)=O